FC1([C@@H](C1)NC(C1=C(C=C(C=C1OC)C=1N(N=C2C=C(C=C(C12)C(F)F)C=1C=NN(C1)CCC(C)(C)O)C)OC(F)F)=O)F N-[(1R)-2,2-difluorocyclopropyl]-2-(difluoromethoxy)-4-[4-(difluoromethyl)-6-[1-(3-hydroxy-3-methylbutyl)pyrazol-4-yl]-2-methylindazol-3-yl]-6-methoxybenzamide